2-bromo-1-(4-tert-butylphenyl)ethanone BrCC(=O)C1=CC=C(C=C1)C(C)(C)C